C(C)(C)C=1C=C2C=CC=NC2=CC1 6-isopropylquinoline